tris[1,2,4]triazolo[1,5-a:1',5'-c:1'',5''-e][1,3,5]triazine N1=CN=C2N1C=1N(C=3N2N=CN3)N=CN1